C(#N)C1=CC=2N(N=C1)C(=CC2)C2=CC(=C(C=N2)C2=NN=C(S2)C2CCC(CC2)NC(C)=O)NC N-((1r,4r)-4-(5-(6-(3-cyanopyrrolo[1,2-b]pyridazin-7-yl)-4-(methylamino)pyridin-3-yl)-1,3,4-thiadiazol-2-yl)cyclohexyl)acetamide